C1(CC1)C1=C2C=CC=C(C2=CC=C1)C1=C(C(=O)N)C=CC(=C1OCCOC1OCCCC1)F (5-Cyclopropylnaphthalen-1-yl)-4-fluoro-3-(2-((tetrahydro-2H-pyran-2-yl)oxy)ethoxy)benzamide